FC(C1=C(C=CC=C1)C=O)(F)F [2-(trifluoromethyl)phenyl]methanone